5-ethynyl-2-((4-(4-(4-methylpiperazin-1-yl)piperidin-1-yl)phenyl)amino)-8-phenylpyrido[2,3-d]pyrimidin-7(8H)-one C(#C)C1=CC(N(C=2N=C(N=CC21)NC2=CC=C(C=C2)N2CCC(CC2)N2CCN(CC2)C)C2=CC=CC=C2)=O